C(#N)C1(CC1)CC(=O)N1C(C2=CC=C(C=C2C1)S(=O)(=O)C)C(=O)NC1=CC=C(C=C1)C(C(F)(F)F)(C(F)(F)F)O 2-[(1-Cyanocyclopropyl)acetyl]-N-[4-(1,1,1,3,3,3-hexafluoro-2-hydroxypropan-2-yl)phenyl]-5-(methylsulfonyl)-2,3-dihydro-1H-isoindol-1-carboxamid